CN1C(=NC2=C1C=CC=C2)CNCCC(C)C N-[(1-methyl-1H-benzimidazol-2-yl)-methyl]isoamylamine